N1(N=NC=C1)C1=CC=C(COC2=C(C=CC(=N2)C2=CC(=C(CC3=NC4=C(N3[C@@H]3COCC3(C)C)C=C(C=C4)C(=O)O)C=C2F)F)F)C=C1 (S)-2-(4-(6-((4-(1H-1,2,3-triazol-1-yl)benzyl)oxy)-5-fluoropyridin-2-yl)-2,5-difluorobenzyl)-1-(4,4-dimethyltetrahydrofuran-3-yl)-1H-benzo[d]imidazole-6-carboxylic acid